C(C1=CC=CC=C1)NC(N(C1=NC=C(C=C1)C=1C=NC(=NC1)OC)[C@@H]1CC[C@H](CC1)NC1=NC=C(C(=N1)N1CCC(CCC1)O)C#N)=O 3-benzyl-1-(trans-4-((5-cyano-4-(4-hydroxyazepan-1-yl)pyrimidin-2-yl)amino)cyclohexyl)-1-(5-(2-methoxypyrimidin-5-yl)pyridin-2-yl)urea